N-((1S,3R)-3-(6-amino-3-(methyl-d3)-2-oxo-2,3-dihydro-1H-imidazo[4,5-c]pyridin-1-yl)-1-methylcyclopentyl)cyclopropanecarboxamide NC1=CC2=C(C=N1)N(C(N2[C@H]2C[C@@](CC2)(C)NC(=O)C2CC2)=O)C([2H])([2H])[2H]